(2s,4s)-2-(aminomethyl)-4-fluoropyrrolidine-1-carboxylic acid tert-butyl ester C(C)(C)(C)OC(=O)N1[C@@H](C[C@@H](C1)F)CN